1-(2-(3,8-diazabicyclo[3.2.1]octan-8-yl)-4,6-dihydro-5H-pyrrolo[3,4-d]thiazol-5-yl)-2-(4,4-difluorocyclohexyl)ethan-1-one C12CNCC(CC1)N2C=2SC1=C(N2)CN(C1)C(CC1CCC(CC1)(F)F)=O